C1(CCCC1)NC(CN1CCC(CC1)C=O)=O N-CYCLOPENTYL-2-(4-FORMYLPIPERIDIN-1-YL)ACETAMIDE